C(N)(=O)C=1C=C(C=2N(C1)C(=NC2)C(=O)O)C2=NN=C(N2)C2=C(C(=NN2CC)C)F 6-carbamoyl-8-[5-(1-ethyl-4-fluoro-3-methyl-1H-pyrazol-5-yl)-4H-1,2,4-triazol-3-yl]imidazo[1,5-a]pyridine-3-carboxylic acid